6-[4-[5-[[7-(2-azaspiro[3.3]heptan-2-yl)-4-oxo-3H-phthalazin-1-yl]methyl]-2-fluoro-benzoyl]piperazin-1-yl]pyridine-3-carbonitrile C1N(CC12CCC2)C2=CC=C1C(NN=C(C1=C2)CC=2C=CC(=C(C(=O)N1CCN(CC1)C1=CC=C(C=N1)C#N)C2)F)=O